N-[(6-Amino-2-pyridyl)sulfonyl]-2,6-bis(4-benzoyl-2,6-dimethyl-phenoxy)pyridin-3-carboxamid NC1=CC=CC(=N1)S(=O)(=O)NC(=O)C=1C(=NC(=CC1)OC1=C(C=C(C=C1C)C(C1=CC=CC=C1)=O)C)OC1=C(C=C(C=C1C)C(C1=CC=CC=C1)=O)C